N-(7-methoxy-2-methylimidazo[1,2-a]pyrimidin-6-yl)-4-(4,7-diazaspiro[2.5]octan-7-yl)-2,3-dihydro-1H-pyrrolo[2,3-b]pyridine-1-carboxamide 2,2,2-trifluoroacetate FC(C(=O)O)(F)F.COC1=NC=2N(C=C1NC(=O)N1CCC=3C1=NC=CC3N3CCNC1(CC1)C3)C=C(N2)C